ClCS(=O)(=O)C1=NN=NN1C1=CC=CC=C1 5-((chloromethyl)sulfonyl)-1-phenyl-1H-tetrazole